Isopropyl (1S,3S)-3-((2-bromo-4-methylpyrimidin-5-yl)oxy)cyclohexane-1-carboxylate BrC1=NC=C(C(=N1)C)O[C@@H]1C[C@H](CCC1)C(=O)OC(C)C